3-(5-((2,4-difluorophenyl)sulfonyl)-4,5,6,7-tetrahydrothieno[3,2-c]pyridin-2-yl)-5-(trifluoromethyl)-1,2,4-oxadiazole FC1=C(C=CC(=C1)F)S(=O)(=O)N1CC2=C(CC1)SC(=C2)C2=NOC(=N2)C(F)(F)F